[14C](C)(=O)[O-].[Na+] sodium [14C]-acetate